N1=CC=C2N1C1=CC=CC=C1C=N2 pyrazolo[1,5-a]quinazoline